2-(1,2-dimethyl-1H-imidazol-4-yl)-5-methyl-6-(1-methyl-1H-pyrazol-3-yl)pyrrolo[2,1-f][1,2,4]triazin-4-ol CN1C(=NC(=C1)C1=NN2C(C(=N1)O)=C(C(=C2)C2=NN(C=C2)C)C)C